FC1=NN(C(=C1)C(=O)OCC)[C@H](C)C1=CC=CC=C1 ethyl (R)-3-fluoro-1-(1-phenylethyl)-1H-pyrazole-5-carboxylate